(5S,8S)-5-fluoro-8-hydroxy-N-(2-phenoxyethyl)-5,6,7,8-tetrahydroquinoline-5-carboxamide F[C@@]1(C=2C=CC=NC2[C@H](CC1)O)C(=O)NCCOC1=CC=CC=C1